2-(2-(4,4,5,5-tetramethyl-1,3,2-dioxaborolan-2-yl)phenyl)benzo[d]oxazole CC1(OB(OC1(C)C)C1=C(C=CC=C1)C=1OC2=C(N1)C=CC=C2)C